8-(4-fluoro-3-methylphenyl)-9-(4-((1-(3-fluoropropyl)azetidin-3-yl)methyl)phenyl)-6,7-dihydro-5H-benzo[7]annulene-3-carboxylic acid hydrochloride Cl.FC1=C(C=C(C=C1)C=1CCCC2=C(C1C1=CC=C(C=C1)CC1CN(C1)CCCF)C=CC(=C2)C(=O)O)C